3-methoxy-6-(4-methoxypiperidin-1-yl)pyridine-2-sulfonyl chloride COC=1C(=NC(=CC1)N1CCC(CC1)OC)S(=O)(=O)Cl